2-ethoxy-6-(2-(hydroxymethyl)-1-methyl-1H-benzo[d]imidazol-6-yl)pterin C(C)OC1(NC2=NC=C(N=C2C(N1)=O)C=1C=CC2=C(N(C(=N2)CO)C)C1)N